O=C1N(CC2=CC=CC(=C12)NC1=CC=C2C(=N1)C=NN2)CC(=O)O [1-oxo-7-(1H-pyrazolo[4,3-b]pyridin-5-ylamino)isoindolin-2-yl]acetic acid